FC1=CC=C(CN2N=C(N=C2)C(=O)N)C=C1 1-(4-fluorobenzyl)-1H-1,2,4-triazole-3-carboxamide